CC(CCC)N1C(C2C3C=CC(C2C1)C3)=O 4-(1-methylbutyl)-4-aza-tricyclo[5.2.1.02,6]-8-decene-3-one